C1(CCCC1)S(=O)(=O)C=1C=C(C=CC1C)NC(C1=C(N=CC=C1)N1CCC2(CC2)CC1)=O N-(3-(cyclopentylsulfonyl)-4-methylphenyl)-2-(6-azaspiro[2.5]octan-6-yl)nicotinamide